C(C)(=O)[O-].[Rh+2].C(C)(=O)[O-] Rhodium(II) acetate